2-[4-(4-Fluorophenoxy)-3-nitrophenyl]-7-hydroxyoxazolo[5,4-d]pyrimidine FC1=CC=C(OC2=C(C=C(C=C2)C=2OC=3N=CN=C(C3N2)O)[N+](=O)[O-])C=C1